N-benzyl-2,4-dimethoxy-6-pentylbenzenesulfonamide C(C1=CC=CC=C1)NS(=O)(=O)C1=C(C=C(C=C1CCCCC)OC)OC